C(C)(C)(C)OC(=O)N1CC(=CCC1)C1=NC=CC(=C1)B(O)O (1'-(tert-butoxycarbonyl)-1',2',5',6'-tetrahydro-[2,3'-bipyridine]-4-yl)boronic acid